Ethyl (1S,4s)-4-(5-(((1S,2R,3S,4R)-3-((2,6-difluorophenyl)carbamoyl)bicyclo[2.2.1]heptan-2-yl)carbamoyl)-2-fluoro-4-methoxyphenoxy)cyclohexane-1-carboxylate FC1=C(C(=CC=C1)F)NC(=O)[C@@H]1[C@@H]([C@H]2CC[C@@H]1C2)NC(=O)C=2C(=CC(=C(OC1CCC(CC1)C(=O)OCC)C2)F)OC